methyl 4-(2-{2-[3-({[(tert-butoxy)carbonyl]-(methyl)amino}methyl)imidazo[1,2-a]pyridin-6-yl]-5-fluorophenoxy} ethyl)-1,5-dimethyl-1H-pyrazole-3-carboxylate C(C)(C)(C)OC(=O)N(C)CC1=CN=C2N1C=C(C=C2)C2=C(OCCC=1C(=NN(C1C)C)C(=O)OC)C=C(C=C2)F